C1CC12NCCN(C2)C2=CC=CC(=N2)CNC=2C1=C(N=CN2)N(C=C1Br)COCC[Si](C)(C)C N-((6-(4,7-Diazaspiro[2.5]octan-7-yl)pyridin-2-yl)methyl)-5-bromo-7-((2-(trimethylsilyl)ethoxy)methyl)-7H-pyrrolo[2,3-d]pyrimidin-4-amine